C(\C(\C)=C/C(=O)[O-])(=O)[O-].C1(=CC=CC=C1)[P+](C1=CC=CC=C1)(C1=CC=CC=C1)C1=CC=CC=C1.C1(=CC=CC=C1)[P+](C1=CC=CC=C1)(C1=CC=CC=C1)C1=CC=CC=C1 bistetraphenylphosphonium citraconate